BrC1=NN(C=C1)CC1=C(C=2C(N=C1C)=NON2)N 6-[(3-bromo-1H-pyrazol-1-yl)methyl]-5-methyl-[1,2,5]oxadiazolo[3,4-b]pyridin-7-amine